6-(1-propoxyethyl)benzo[d][1,3]dioxol-4-amine C(CC)OC(C)C=1C=C(C2=C(OCO2)C1)N